FC1=C(SC(=C1)C1(OCCO1)C)S(=O)(=O)N 3-fluoro-5-(2-methyl-1,3-dioxolan-2-yl)thiophene-2-sulfonamide